ethyl 2,2-dimethyl-4-oxo-4H-[1,3]-dioxino[5,4-c]pyridine-7-carboxylate CC1(OC(C=2C=NC(=CC2O1)C(=O)OCC)=O)C